methyl (2S,3S)-2-((2-((tert-butoxycarbonyl)amino)-3-fluorophenyl)(methyl)carbamoyl)-1-(6-methyl-4-(trifluoromethyl)pyridin-2-yl)-5-oxopyrrolidine-3-carboxylate C(C)(C)(C)OC(=O)NC1=C(C=CC=C1F)N(C(=O)[C@H]1N(C(C[C@@H]1C(=O)OC)=O)C1=NC(=CC(=C1)C(F)(F)F)C)C